methyl 1-methyl-4-(pyrazol-1-ylmethyl)pyrazole-3-carboxylate CN1N=C(C(=C1)CN1N=CC=C1)C(=O)OC